[3-(1H-benzimidazol-2-yl)-4-chlorophenyl]-4-(4-trifluoromethoxyanilino)sulfonylbenzamide N1C(=NC2=C1C=CC=C2)C=2C=C(C=CC2Cl)C2=C(C(=O)N)C=CC(=C2)S(=O)(=O)NC2=CC=C(C=C2)OC(F)(F)F